C(C)OC(CC\C=C\CCCCC)=O TRANS-4-decenoic acid ethyl ester